Silver tin oxide bismuth [Bi].[Sn]=O.[Ag]